1-[2-(dimethylamino)ethyl]indazole-6-carboxylic Acid CN(CCN1N=CC2=CC=C(C=C12)C(=O)O)C